(E)-7-bromo-6-fluoro-2',3',5',6'-tetrahydrospiro[chromane-2,4'-pyran]-4-one oxime BrC1=C(C=C2/C(/CC3(CCOCC3)OC2=C1)=N/O)F